racemic-dimethylsilyl-bis(2-methyl-1-indenyl)zirconium dichloride [Cl-].[Cl-].C[SiH](C)[Zr+2](C1C(=CC2=CC=CC=C12)C)C1C(=CC2=CC=CC=C12)C